(S)-N-((5-bromo-4-methylpyridin-2-yl)methyl)-4-(2-(3-fluoro-4-methylphenyl)-2H-pyrazolo[3,4-d]pyrimidin-4-yl)piperazine-2-carboxamide BrC=1C(=CC(=NC1)CNC(=O)[C@H]1NCCN(C1)C=1C=2C(N=CN1)=NN(C2)C2=CC(=C(C=C2)C)F)C